1-[4-(6-Methoxy-pyridine-3-sulfonyl)-phenyl]-3-pyridin-4-ylmethyl-urea COC1=CC=C(C=N1)S(=O)(=O)C1=CC=C(C=C1)NC(=O)NCC1=CC=NC=C1